[3-(2-methoxyethoxy)propyl]trimethoxysilane COCCOCCC[Si](OC)(OC)OC